6-bromo-3-(2,6-dibenzyloxy-3-pyridyl)-7-fluoro-1H-indazole BrC1=CC=C2C(=NNC2=C1F)C=1C(=NC(=CC1)OCC1=CC=CC=C1)OCC1=CC=CC=C1